CC(C=CC1=C(CCCC1(C)C)C)=CC=CC(=CC=CC=C(C=CC=C(C=CC1=C(CCCC1(C)C)C)C)C)C 2,2'-(3,7,12,16-tetramethyloctadeca-1,3,5,7,9,11,13,15,17-nonaene-1,18-diyl)bis(1,3,3-trimethylcyclohex-1-ene)